BrC1=CN=C(S1)COC1=CC=CC(=N1)C1=CC(=C(CC2=NC3=C(N2C[C@@H](C)OC)C=C(C=C3)C(=O)OC(C)(C)C)C=C1F)F tert-butyl (R)-2-(4-(6-((5-bromothiazol-2-yl)methoxy)pyridin-2-yl)-2,5-difluorobenzyl)-1-(2-methoxypropyl)-1H-benzo[d]imidazole-6-carboxylate